COC(C1CCC(CC1)OC1CCN(CC1)C=1C(=C(N)C=CC1)[N+](=O)[O-])OC 3-[4-[4-(dimethoxymethyl)cyclohexoxy]-1-piperidyl]2-nitro-aniline